1,1'-((((((5r,7r)-adamantan-2-ylidene)methylene)bis(4,1-phenylene))bis(oxy))bis(hexane-6,1-diyl))bis(3-methylazetidin-3-ol) C12C(C3CC(CC(C1)C3)C2)=C(C2=CC=C(C=C2)OCCCCCCN2CC(C2)(O)C)C2=CC=C(C=C2)OCCCCCCN2CC(C2)(O)C